The molecule is a phosphocholine that is the 4-nitrophenyl ester of choline phosphate. It has a role as an epitope and a hapten. C[N+](C)(C)CCOP(=O)(O)OC1=CC=C(C=C1)[N+](=O)[O-]